platinum-bismuth selenide [Bi]=[Se].[Pt]